C(CCC(=O)O)(=O)O.NC1=C(N=CC(=N1)N1CCC2(CC=C(C2N)C2CC2)CC1)SC1=C(C(=NC=C1)N)Cl 8-(6-amino-5-((2-amino-3-chloropyridin-4-yl)thio)pyrazin-2-yl)-2-cyclopropyl-8-azaspiro[4.5]dec-2-en-1-amine succinate